ClC1=CC(=C(CBr)C=C1)OCCCCCCC 4-chloro-2-heptyloxybenzyl bromide